N-Ethyl-2,2-dichloro-1-methylcyclopropane-carboxamide C(C)NC(=O)C1(C(C1)(Cl)Cl)C